C1(=CC(=CC=C1)C=1N=C2SC3=C(N2C1)C=CC(=C3)C(=O)NCCC3N(CCC3)C(=O)OC(C)(C)C)C tert-butyl 2-(2-(2-(m-tolyl)benzo[d]imidazo[2,1-b]thiazole-7-carboxamido)ethyl)pyrrolidine-1-carboxylate